NC1=NC=C(C2=C1C(=NN2[C@H]2C[C@@H](N(C2)C(C=C)=O)COC)C#CC2=CC(=CC(=C2)OC)OC)C=2N=CN(C2)C 1-((2R,4S)-4-(4-amino-3-((3,5-dimethoxyphenyl)ethynyl)-7-(1-methyl-1H-imidazol-4-yl)-1H-pyrazolo[4,3-c]pyridin-1-yl)-2-(methoxymethyl)pyrrolidin-1-yl)prop-2-en-1-one